N-[(3S,4S)-1-(3-mesylpropyl)-3-methyl-4-piperidyl]-6-[3-(5-fluoro-4-mesyl-2-anisidino)-1-propynyl]-1-(2,2,2-trifluoroethyl)-1H-1,3-benzimidazole-4-carboxamide S(=O)(=O)(C)CCCN1C[C@@H]([C@H](CC1)NC(=O)C1=CC(=CC=2N(C=NC21)CC(F)(F)F)C#CCNC=2C(OC)=CC(=C(C2)S(=O)(=O)C)F)C